(2-chloro-4-phenoxyphenyl)(2-((1S,3S)-3-methoxycyclopentyl)-1,6-dihydroimidazo[4,5-d]Pyrrolo[2,3-b]Pyridin-8-yl)methanone ClC1=C(C=CC(=C1)OC1=CC=CC=C1)C(=O)C1=CNC2=NC=C3C(=C21)NC(=N3)[C@@H]3C[C@H](CC3)OC